ClC1=C2C(=NC=C1OC=1C=NN3C1C=NC=C3)N=C(N2C)NC=2C(N(C=C(C2)C(F)(F)F)C2CC3(COC3)C2)=O 3-((7-chloro-1-methyl-6-(pyrazolo[1,5-a]pyrazin-3-yloxy)-1H-imidazo[4,5-b]pyridin-2-yl)amino)-1-(2-oxaspiro[3.3]heptan-6-yl)-5-(trifluoromethyl)pyridin-2(1H)-one